1,3,4-thiadiazole-2-thione S1C(NN=C1)=S